5-methoxy-4-((5-methyl-1H-pyrazol-3-yl)amino)-6-(methylamino)pyrimidin COC=1C(=NC=NC1NC)NC1=NNC(=C1)C